aminocoumarin C1=CC2=C(C=CC(=O)O2)C=C1N